2-((5-(6-((4-Cyano-2-fluorobenzyl)oxy)pyridin-2-yl)-2-azabicyclo[4.1.0]heptan-2-yl)methyl)-1-((R)-2-methoxypropyl)-1H-benzo[d]imidazole-6-carboxylic acid C(#N)C1=CC(=C(COC2=CC=CC(=N2)C2CCN(C3CC23)CC2=NC3=C(N2C[C@@H](C)OC)C=C(C=C3)C(=O)O)C=C1)F